FC(C(=O)[O-])(F)F.C1(CC1)C1=NC=CC(=N1)N1C=2C=CC(=[NH+]C2CCC1)C1(CC1)NC(C1=CC=C(C=C1)F)=O 5-(2-cyclopropylpyrimidin-4-yl)-2-(1-(4-fluorobenzamido)cyclopropyl)-5,6,7,8-tetrahydro-1,5-naphthyridin-1-ium 2,2,2-trifluoroacetate